(2S,3R)-3-((2-aminopyridin-4-yl)methyl)-N2-(1-methyl-1H-pyrazol-3-yl)-N1-((R)-1-(3,4,5-trifluorophenyl)propyl)-N2-methyl-4-oxoazetidine-1,2-dicarboxamide NC1=NC=CC(=C1)C[C@@H]1[C@H](N(C1=O)C(=O)N[C@H](CC)C1=CC(=C(C(=C1)F)F)F)C(=O)N(C)C1=NN(C=C1)C